sodium lithium 2,2-diphenylmalonate C1(=CC=CC=C1)C(C(=O)[O-])(C(=O)[O-])C1=CC=CC=C1.[Li+].[Na+]